CC1(NC=2C=CC=C3C(=CC=C(N1)C23)N=NC2=CC=C(C3=CC=CC=C23)N=NC2=CC=CC=C2)C 2,3-dihydro-2,2-dimethyl-6-((4-(phenylazo)-1-naphthyl)azo)-1H-perimidin